FC=1C=C2C(=NNC2=CC1F)C1=CC=C(C(=N1)C)C(=O)NC 6-(5,6-difluoro-1H-indazol-3-yl)-N,2-dimethylpyridine-3-carboxamide